C(C=C)(=O)NC=1C=C(C=CC1)C=1C=C(C=C2C=NC=NC12)C1=C(C=C(C(=O)NC2=NC=CC(=C2)C2CC2)C=C1)Cl 4-(8-(3-acrylamidophenyl)quinazolin-6-yl)-3-chloro-N-(4-cyclopropylpyridin-2-yl)benzamide